C(C)OC(\C(=C(\C)/NC1=CC(=C(C(=C1)F)Cl)F)\C1=CC=C(C=C1)C1=CC=C(C=C1)OC(F)(F)F)=O (Z)-3-((4-chloro-3,5-difluorophenyl)amino)-2-(4'-(trifluoromethoxy)-[1,1'-biphenyl]-4-yl)but-2-enoic acid ethyl ester